menthol-8-thiol C1(CC(C(CC1)C(C)(C)S)O)C